2,6-dichloro-N-ethyl-5-iodopyrimidin-4-amine ClC1=NC(=C(C(=N1)NCC)I)Cl